8-(pyrimidin-2-ylamino)naphthalene-2-carboximidamide N1=C(N=CC=C1)NC=1C=CC=C2C=CC(=CC12)C(N)=N